N1-(4-(7-Chloroimidazo[1,2-a]pyridin-3-yl)-5-fluoropyrimidin-2-yl)cyclohexane-1,4-diamine ClC1=CC=2N(C=C1)C(=CN2)C2=NC(=NC=C2F)NC2CCC(CC2)N